N,N,N-triethyl-2-hydrazine-2-oxyethylammonium chloride [Cl-].C(C)[N+](CC)(CC)CCONN